(1s,2s,3s,5r)-3-(2-(aminomethyl)-4,5-difluorophenoxy)-5-(4-methyl-7H-pyrrolo[2,3-d]pyrimidin-7-yl)cyclopentane-1,2-diol NCC1=C(O[C@@H]2[C@H]([C@H]([C@@H](C2)N2C=CC3=C2N=CN=C3C)O)O)C=C(C(=C1)F)F